acryloyloxyethyl-tetradecyl-dimethyl-ammonium chloride [Cl-].C(C=C)(=O)OCC[N+](C)(C)CCCCCCCCCCCCCC